methacryloyldimethyltaurate C(C(=C)C)(=O)NC(C)(C)CS(=O)(=O)[O-]